N-[5-(Methoxymethoxy)tetralin-1-yl]pyrido[3,2-d]pyrimidin-4-amine COCOC1=C2CCCC(C2=CC=C1)NC=1C2=C(N=CN1)C=CC=N2